N=C1SCC(N1C1=C(C=CC(=C1)C)COCC(F)(F)F)=O 2-imino-3-(5-methyl-2-((2,2,2-trifluoroethoxy)methyl)phenyl)thiazolidin-4-one